Ethyl (3S,4S)-1-benzyl-4-(2-methoxyphenyl)pyrrolidine-3-carboxylate C(C1=CC=CC=C1)N1C[C@H]([C@H](C1)C1=C(C=CC=C1)OC)C(=O)OCC